CC1(OB(OC1(C)C)C=1C=C(C(=NC1)N)OC(F)(F)F)C 5-(4,4,5,5-tetramethyl-1,3,2-dioxaborolan-2-yl)-3-(trifluoromethoxy)-pyridin-2-amine